(S)-methyl 1-(2-(4-(5-(3,5-difluorophenyl)-4,5-dihydro-1H-pyrazole-1-carbonyl) piperazin-1-yl)-5-fluoropyrimidin-4-yl)-5-methyl-1H-pyrrole-3-carboxylate FC=1C=C(C=C(C1)F)[C@@H]1CC=NN1C(=O)N1CCN(CC1)C1=NC=C(C(=N1)N1C=C(C=C1C)C(=O)OC)F